methyl (2S,4S)-4-(3-bromophenoxy)-1-[1-(2-chloro-4-fluoro-phenyl)pyrazole-4-carbonyl]pyrrolidine-2-carboxylate BrC=1C=C(O[C@H]2C[C@H](N(C2)C(=O)C=2C=NN(C2)C2=C(C=C(C=C2)F)Cl)C(=O)OC)C=CC1